(2-(4-((1,3-dihydroxypropan-2-yl)oxy)phenyl)-3-oxo-3-(thieno[2,3-c]pyridin-2-ylamino)propyl)carbamic acid tert-butyl ester C(C)(C)(C)OC(NCC(C(NC1=CC=2C(=CN=CC2)S1)=O)C1=CC=C(C=C1)OC(CO)CO)=O